4-iodo-1-(3-iodobicyclo[1.1.1]pentan-1-yl)-1H-pyrazole IC=1C=NN(C1)C12CC(C1)(C2)I